C(C=C)[C@H]1[C@](CN(C1)S(N[C@@H](CNC(=O)OC(C)(C)C)C)(=O)=O)(C(=O)OCC1=CC=CC=C1)N=[N+]=[N-] |r| (rac)-benzyl trans-4-allyl-3-azido-1-(N-((R)-1-((tert-butoxycarbonyl)amino)propan-2-yl)sulfamoyl)pyrrolidine-3-carboxylate